(S)-Ethyl 6-(tert-butyl)-3-(3-methoxypropoxy)-10-oxo-2-(prop-1-en-2-yl)-6,10-dihydro-5H-pyrido[1,2-h][1,7]naphthyridine-9-carboxylate C(C)(C)(C)[C@@H]1CC=2C=C(C(=NC2C=2N1C=C(C(C2)=O)C(=O)OCC)C(=C)C)OCCCOC